ClC=1C(=C(C=CC1)C(C(=O)O)(C)F)C1CC1 2-(3-chloro-2-cyclopropyl-phenyl)-2-fluoro-propanoic acid